FC1(CCC(CC1)C1=NC(=CC(=N1)NC(C1=C(C=C(C=C1)NS(NCCO)(=O)=O)N1CC[Si](CC1)(C)C)=O)C)F N-(2-(4,4-difluorocyclohexyl)-6-methylpyrimidin-4-yl)-2-(4,4-dimethyl-1,4-azasilinan-1-yl)-4-((N-(2-hydroxyethyl)sulfamoyl)amino)benzamide